BrC1=CC=C(C=C1)C(C)(C)C=1N=C(SC1)NC(C1=CN=C(C=C1)NCCN(C)C)=O N-(4-(2-(4-bromophenyl)propan-2-yl)thiazol-2-yl)-6-((2-(dimethylamino)ethyl)amino)nicotinamide